2-methoxycyclohexane-1-ylmethylamine COC1C(CCCC1)CN